C(C)OC(=O)C=1N=COC1C1(CC1)Cl.Cl.NCC(=O)C1(CC1)Cl 2-amino-1-(1-chlorocyclopropyl)ethanone hydrochloride ethyl-5-(1-chlorocyclopropyl)-1,3-oxazole-4-carboxylate